COC([C@H](C[C@@H](C(=O)OC)CC#N)NC(=O)OC(C)(C)C)=O (2S,4R)-2-[(tert-butoxycarbonyl)amino]-4-(cyanomethyl)glutaric acid 1,5-dimethyl ester